N-vinyl-N-methylcarbamate C(=C)N(C([O-])=O)C